C(CCC)OCOCC\C=C/CCCCCCCC(OC)OC (3Z)-12,12-dimethoxy-3-dodecenyl butoxymethyl ether